C(CCCC)C1=CC=C(C=C1)C1=CC=C(O1)C(C)=O 1-(5-(4-pentylphenyl)furan-2-yl)ethan-1-one